5-nitro-1-(tetrahydro-2H-pyran-2-yl)-1H-indazole-3-carboxylic acid methyl ester COC(=O)C1=NN(C2=CC=C(C=C12)[N+](=O)[O-])C1OCCCC1